7-bromo-6-chloro-8-fluoro-5-methoxy-3H-quinazolin-4-one BrC1=C(C(=C2C(NC=NC2=C1F)=O)OC)Cl